C/C/1=C\\CCC(=C)[C@H]2CC([C@@H]2CC1)(C)C The molecule is a beta-caryophyllene in which the stereocentre adjacent to the exocyclic double bond has S configuration while the remaining stereocentre has R configuration. It is the most commonly occurring form of beta-caryophyllene, occurring in many essential oils, particularly oil of cloves. It has a role as a non-steroidal anti-inflammatory drug, a fragrance, a metabolite and an insect attractant. It is an enantiomer of a (+)-beta-caryophyllene.